3-[[2-fluoro-3-[(methylsulfonylimino)methyl]phenyl]methyl]-7-[(3-fluoro-2-pyridinyl)oxy]-4-methyl-chromen-2-one FC1=C(C=CC=C1C=NS(=O)(=O)C)CC=1C(OC2=CC(=CC=C2C1C)OC1=NC=CC=C1F)=O